(2s,3r) or (2r,3s)-N-[4-(4-methyl-2-phenylpiperazine-1-carbonyl)-3-[3-(trifluoromethyl)pyrrolidin-1-yl]phenyl]cyclopropanecarboxamide hydrochloride Cl.CN1C[C@@H](N(CC1)C(=O)C1=C(C=C(C=C1)NC(=O)C1CC1)N1C[C@@H](CC1)C(F)(F)F)C1=CC=CC=C1 |o1:4,24|